N-[5-(1H-benzimidazol-2-yl)-4-bromo-1-[(4-methoxyphenyl)methyl]-pyrazol-3-yl]-3-chloro-4-methoxy-benzamide N1C(=NC2=C1C=CC=C2)C2=C(C(=NN2CC2=CC=C(C=C2)OC)NC(C2=CC(=C(C=C2)OC)Cl)=O)Br